tert-butyl 6-(6-(5-(1-acryloylpyrrolidin-3-yl)-6-methoxypyridin-3-yl)-7-(4-fluoro-2-(2-methoxyethoxy)phenyl)thieno[3,2-c]pyridin-4-yl)-3,4-dihydroisoquinoline-2(1H)-carboxylate C(C=C)(=O)N1CC(CC1)C=1C=C(C=NC1OC)C1=C(C2=C(C(=N1)C=1C=C3CCN(CC3=CC1)C(=O)OC(C)(C)C)C=CS2)C2=C(C=C(C=C2)F)OCCOC